5-((4-(2,3-dichlorophenyl)-1,4-diazepan-1-yl)methyl)-2-(2,4-dioxotetrahydropyrimidine-1(2H)-yl)isoindoline-1,3-dione ClC1=C(C=CC=C1Cl)N1CCN(CCC1)CC=1C=C2C(N(C(C2=CC1)=O)N1C(NC(CC1)=O)=O)=O